potassium maleate salt C(\C=C/C(=O)[O-])(=O)[O-].[K+].[K+]